C1(CC1)C=1N=CN(C1)C1=CC=CC=2SC(=CC21)C(=O)NC2=NC(=CC=C2)C2=NN=CN2C(C)C 4-(4-cyclopropyl-1H-imidazole-1-yl)-N-(6-(4-isopropyl-4H-1,2,4-triazole-3-yl)pyridine-2-yl)benzo[b]thiophene-2-carboxamide